COC([C@H](C[C@H]1C(NCC1)=O)NC(=O)[C@H]1N(CC2(CCC2)C1)C(=O)OC(C)(C)C)=O (S)-tert-butyl 7-(((S)-1-methoxy-1-oxo-3-((S)-2-oxopyrrolidin-3-yl)propan-2-yl) carbamoyl)-6-azaspiro[3.4]octane-6-carboxylate